C(C)(C)(C)OC(=O)N1C(CN(CC1)C1=CC(=C(C=C1)N)NC)C(=O)OC(C)(C)C.CC1(C(OC1)C1=CC=C(C=C1)OC)C 3,3-dimethyl-2-(p-methoxy-phenyl)oxetane ditert-butyl-4-[4-amino-3-(methylamino)phenyl]piperazine-1,2-dicarboxylate